ClC1=C(\C=N\O[C@@H](C(=O)O)C)C=C(C(=C1)F)N1C(N(C(=CC1=O)C(F)(F)F)C)=O (2R)-2-{[(E)-{2-chloro-4-fluoro-5-[3-methyl-2,6-dioxo-4-(trifluoromethyl)-3,6-dihydropyrimidin-1(2H)-yl]benzylidene}amino]oxy}propanoic acid